FC1=CC=C(OC2=CC=C(C(=O)N)C=C2)C=C1 4-(4-fluorophenoxy)benzamide